((E)-2-methoxyvinyl)-1-(1-methyl-1H-pyrrol-2-yl)-3-(2-((S)-2-methylazetidin-1-yl)-6-(trifluoromethyl)pyrimidin-4-yl)-3-azabicyclo[3.1.0]hexane CO/C=C/C1C2(CC2CN1C1=NC(=NC(=C1)C(F)(F)F)N1[C@H](CC1)C)C=1N(C=CC1)C